rel-tert-butyl (S)-4-(4-((4-([1,2,4]triazolo[1,5-a]pyridin-7-yloxy)-2-fluoro-3-methylphenyl)amino)pyrido[3,2-d]pyrimidin-6-yl)azepane-1-carboxylate N=1C=NN2C1C=C(C=C2)OC2=C(C(=C(C=C2)NC=2C1=C(N=CN2)C=CC(=N1)[C@@H]1CCN(CCC1)C(=O)OC(C)(C)C)F)C |o1:27|